2-(1-phenylcyclopropyl)-3,5,6,7,8,9-hexahydro-4H-pyrimido[4,5-c]azepin-4-one C1(=CC=CC=C1)C1(CC1)C=1NC(C2=C(CNCCC2)N1)=O